2-((4-((adamantan-1-yl)oxy)-2-methylene-4-oxobutanoyl)oxy)acetic acid C12(CC3CC(CC(C1)C3)C2)OC(CC(C(=O)OCC(=O)O)=C)=O